ClC1=NC=C(C(=N1)OCC1=CC=C(C=C1)C=1N(C=C(N1)C(F)(F)F)C)OCC 2-chloro-5-ethoxy-4-[[4-[1-methyl-4-(trifluoromethyl)imidazol-2-yl]phenyl]methoxy]pyrimidine